N[C@@H]1C2=C(OC13CCN(CC3)C=3N(C(C=1C(N3)=NNC1C1=C(C(=NC=C1)NC1CC1)Cl)=O)C)C=CC=C2 (R)-6-(3-amino-3H-spiro[benzofuran-2,4'-piperidin]-1'-yl)-3-(3-chloro-2-(cyclopropylamino)pyridin-4-yl)-5-methyl-2,5-dihydro-4H-pyrazolo[3,4-d]pyrimidin-4-one